N-(2-((6-(3-(2,6-dichloro-3,5-dimethoxyphenyl)-1-methylureido)pyrimidin-4-yl)amino)-5-(2,8-diazaspiro[4.5]decan-2-yl)phenyl)acrylamide ClC1=C(C(=C(C=C1OC)OC)Cl)NC(N(C)C1=CC(=NC=N1)NC1=C(C=C(C=C1)N1CC2(CC1)CCNCC2)NC(C=C)=O)=O